2,6-bis(3,4-dicarboxyphenyl-carbonyl)naphthalene C(=O)(O)C=1C=C(C=CC1C(=O)O)C(=O)C1=CC2=CC=C(C=C2C=C1)C(=O)C1=CC(=C(C=C1)C(=O)O)C(=O)O